N-(4-naphthalene-2-yl-phenyl)-N,N-bis{4-(2-phenyl-benzooxazole-6-yl)-phenyl}-amine C1=C(C=CC2=CC=CC=C12)C1=CC=C(C=C1)N(C1=CC=C(C=C1)C1=CC2=C(N=C(O2)C2=CC=CC=C2)C=C1)C1=CC=C(C=C1)C1=CC2=C(N=C(O2)C2=CC=CC=C2)C=C1